C(C)C1=CN=C2N1C1=C(C=CC=C1C=C2C(=O)N)OC ethyl-9-methoxyimidazo[1,2-a]quinoline-4-carboxamide